ClC1=C2C(=NC=C1C#CCNC1=CC=C(C#N)C=C1)NC=C2 4-((3-(4-chloro-1H-pyrrolo[2,3-b]pyridin-5-yl)prop-2-yn-1-yl)amino)benzonitrile